N'-[(1S)-1-[(2S,4R)-4-hydroxy-2-[5-[3-(4-methylthiazol-5-yl)phenyl]-1H-imidazol-2-yl]pyrrolidine-1-carbonyl]-2,2-dimethyl-propyl]pentanediamide O[C@@H]1C[C@H](N(C1)C(=O)[C@H](C(C)(C)C)NC(CCCC(=O)N)=O)C=1NC(=CN1)C1=CC(=CC=C1)C1=C(N=CS1)C